1,8,10-Triazatricyclo[7.4.0.02,7]trideca-2(7),3,5,8,10,12-hexaene-11-carboxylic acid N12C=3C=CC=CC3N=C2N=C(C=C1)C(=O)O